1-((2S,4R)-4-((5-fluoro-2-((3-methylisothiazol-5-yl)amino)-7H-pyrrolo[2,3-d]pyrimidin-4-yl)amino)-2-methylpyrrolidin-1-yl)prop-2-en-1-one FC1=CNC=2N=C(N=C(C21)N[C@@H]2C[C@@H](N(C2)C(C=C)=O)C)NC2=CC(=NS2)C